C(C)(C)(C)OC(=O)N1CC(C1)C1CN(C1)C1CC1.C(#N)CC(=O)NCC1=NC=CC=C1 2-cyano-N-(pyridin-2-ylmethyl)acetamide tert-butyl-1'-cyclopropyl-[3,3'-biazetidine]-1-carboxylate